4-{4-[(2-{3-[(4-methane-sulfonylphenyl)-amino]prop-1-yn-1-yl}-1-(2,2,2-trifluoroethyl)-1H-indol-4-yl)amino]piperidin-1-yl}-1λ6-thiane-1,1-dione CS(=O)(=O)C1=CC=C(C=C1)NCC#CC=1N(C2=CC=CC(=C2C1)NC1CCN(CC1)C1CCS(CC1)(=O)=O)CC(F)(F)F